methyl 6-chloropyrimidine-4-carboxylate ClC1=CC(=NC=N1)C(=O)OC